C1(CCC1)CNCC=1NC2=CC(=CC=C2C1)CN1C(C2=CN=CC(=C2C=C1)N(C)C)=O 2-[[2-[(cyclobutylmethylamino)methyl]-1H-indol-6-yl]methyl]-5-(dimethylamino)-2,7-naphthyridin-1-one